FC=1C=C2C(N(C(=NC2=C(C1)[C@@H](C)N[S@](=O)C(C)(C)C)C1CCOCC1)C)=O (R)-N-[(1R)-1-(6-fluoro-3-methyl-4-oxo-2-tetrahydropyran-4-yl-quinazolin-8-yl)ethyl]-2-methyl-propane-2-sulfinamide